N-(tert-butoxycarbonyl)-2-aminoacetonitrile CC(C)(C)OC(=O)NCC#N